α-methylcyclopropanemethanamine hydrochloride Cl.CC(N)C1CC1